N1N=CC(=C1)CCNC1=NC(=NC(=C1C)C)C(=O)NCC1=NC(=CC=C1)OC 4-((2-(1H-pyrazol-4-yl)ethyl)amino)-N-((6-methoxypyridin-2-yl)methyl)-5,6-dimethylpyrimidine-2-carboxamide